C1CNCCC12OC1(CCCCCCCCCCC1)NC2=O 7-oxa-3,20-diazadispiro[5.1.11.2]-heneicosan-21-one